NC1=C2C(=NC=N1)N(N=C2C2=CC=C(C=C2)OC2=CC=CC=C2)C2CCN(CC2)CC=2C=C(C=CC2F)NC2C(NC(CC2)=O)=O 3-((3-((4-(4-amino-3-(4-phenoxyphenyl)-1H-pyrazolo[3,4-d]pyrimidin-1-yl)piperidin-1-yl)methyl)-4-fluorophenyl)amino)piperidine-2,6-dione